CN(S(=O)(=O)C1=CC=2N(C=C1)C=CN2)[C@@H](C(F)(F)F)C2=CC=C(C=C2)C(F)(F)F (R)-N-methyl-N-(2,2,2-trifluoro-1-(4-(trifluoromethyl)phenyl)ethyl)imidazo[1,2-a]pyridine-7-sulfonamide